2-({3-[2-(4-chlorophenyl)ethyl]-1,2,4-oxadiazol-5-yl}methyl)-4-methyl-5-(morpholin-4-yl)-2,3-dihydropyridazin-3-one ClC1=CC=C(C=C1)CCC1=NOC(=N1)CN1N=CC(=C(C1=O)C)N1CCOCC1